tetraphenyl-2,2'-diphosphinobiphenyl C1(=CC=CC=C1)C1=C(C(=C(C(=C1C1=C(C=CC=C1)P)P)C1=CC=CC=C1)C1=CC=CC=C1)C1=CC=CC=C1